C(C=1C(C(=O)OC=C)=CC=CC1)(=O)OC=C divinyl phthalate